1-(trans-4-(2-(4-(2,3-dichlorophenyl)piperazin-1-yl)propyl)cyclohexyl)-3-ethylurea ClC1=C(C=CC=C1Cl)N1CCN(CC1)C(C[C@@H]1CC[C@H](CC1)NC(=O)NCC)C